ClC=1C(=CC(=C(C1)S(=O)(=O)NC=1SC=CN1)F)NCCCCNC[C@H]1NC[C@H](C1)C1=CC=CC=C1 5-chloro-2-fluoro-4-{[4-({[(2S,4R)-4-phenylpyrrolidin-2-yl]-methyl}amino)-butyl]amino}-N-1,3-thiazol-2-ylbenzenesulfonamide